methyl (2R)-2-fluoro-6-methylenetetrahydro-1H-pyrrolizine-7a(5H)-carboxylate F[C@@H]1CC2(CC(CN2C1)=C)C(=O)OC